C[C@@H]1NC[C@H]1O (2S,3R)-2-Methyl-3-azetidinol